C1(CC1)C1=CC(=C(C=C1)C=1C=2N(C(=NN1)N[C@H]1CN(CCC1)CCO)C=CC2)C(F)F 2-[(3R)-3-({1-[4-cyclopropyl-2-(difluoromethyl)phenyl]pyrrolo[1,2-d][1,2,4]triazin-4-yl}amino)piperidin-1-yl]ethan-1-ol